COC1=NC=CC2=C1C(=CN2)CCN(C)C 2-(4-methoxy-1H-pyrrolo[3,2-c]pyridin-3-yl)-N,N-dimethylethan-1-amine